3-Dodecyl-1-(naphthalen-1-yl)-2H-imidazol-3-ium hexafluorophosphate F[P-](F)(F)(F)(F)F.C(CCCCCCCCCCC)[NH+]1CN(C=C1)C1=CC=CC2=CC=CC=C12